(boranophenyl)manganese C1(=C2C(=CC=C1)B2)[Mn]